2'-[1,4-phenylenedi(oxymethylene)]bisoxirane C1(=CC=C(C=C1)OCC1OC1)OCC1OC1